3,3-dimethyl-2H-furo[3,2-b]pyridine-5-carboxylic acid CC1(COC=2C1=NC(=CC2)C(=O)O)C